7-(2-(1H-indol-3-yl)ethoxy)-5-(thiazol-5-yl)thiazolo[5,4-d]pyrimidine N1C=C(C2=CC=CC=C12)CCOC=1C2=C(N=C(N1)C1=CN=CS1)SC=N2